C(C)[P@](=O)(C)C1=C(C=NC=C1)NC1=C(C=C(C=C1)I)F (R)-4-[Ethyl(methyl)phosphoryl]-N-(2-fluoro-4-iodophenyl)pyridin-3-amine